((2R,3S,4R,5S)-5-(4-aminopyrrolo[2,1-f][1,2,4]triazin-7-yl)-2-cyano-3,4-dihydroxytetrahydrofuran-2-yl)methyl isopentyl carbonate C(OC[C@]1(O[C@H]([C@@H]([C@@H]1O)O)C1=CC=C2C(=NC=NN21)N)C#N)(OCCC(C)C)=O